CN1C=C(C=C(C1=O)C)C1=CC(=C(CN2CCC(CC2)OC2CCN(CC2)C(COC2=CC=C(C=C2)N2C(NC(CC2)=O)=O)=O)C(=C1)OC)OC 1-(4-(2-(4-((1-(4-(1,5-Dimethyl-6-oxo-1,6-dihydropyridin-3-yl)-2,6-dimethoxybenzyl)piperidin-4-yl)oxy)piperidin-1-yl)-2-oxoethoxy)phenyl)dihydropyrimidine-2,4(1H,3H)-dione